dodecyldimethylmethoxysilane dimethyl-(E)-9-octadecendioate COC(CCCCCCC\C=C\CCCCCCCC(=O)OC)=O.C(CCCCCCCCCCC)[Si](OC)(C)C